ClC1=C(C(=CC=C1F)Cl)C(C)OC=1C(=NC=C(C1)C1=C(C=CC(=C1)OC)OC)N 3-[1-(2,6-dichloro-3-fluoro-phenyl)-ethoxy]-5-(2,5-dimethoxy-phenyl)-pyridin-2-ylamine